Potassium-magnesium sulfate S(=O)(=O)([O-])[O-].[Mg+2].[K+]